CN(C1=NC(=CC=C1[N+](=O)[O-])OC)CC1=CN=C(S1)C(F)(F)F N-methyl-N-((2-trifluoromethylthiazol-5-yl)methyl)-6-methoxy-3-nitropyridin-2-amine